4-(5-Amino-6-(quinolin-3-yl)pyrimidin-2-yl)piperazine-1-carboxylate NC=1C=NC(=NC1C=1C=NC2=CC=CC=C2C1)N1CCN(CC1)C(=O)[O-]